C(C1=CC=CC=C1)OC1CCC(CC1)C(=O)OC Methyl (1s,4s)-4-(benzyloxy)cyclohexane-1-carboxylate